OC1=C(C(=O)OC)C=C(C=C1O)[N+](=O)[O-] Methyl 2,3-dihydroxy-5-nitrobenzoate